2-(4-methoxyphenylthio)-6,7-dihydropyrrolo[1,2-a]thiazolo[5,4-d]pyrimidine COC1=CC=C(C=C1)SC=1SC2=NC=3N(C=C2N1)CCC3